methylbenzyl-ethoxyammonium chloride [Cl-].C[NH+](OCC)CC1=CC=CC=C1